C(CCCCC)C1OCC(O1)COCCC 2-Hexyl-4-(propoxymethyl)-1,3-dioxolane